Diethyl (2-((2-((2-(5-bromo-2-((1-hydroxy-3-((triisopropylsilyl)oxy)-propan-2-yl)carbamoyl)phenoxy)ethyl)amino)-2-oxoethyl)(methyl)-amino)-2-oxoethyl)phosphonate BrC=1C=CC(=C(OCCNC(CN(C(CP(OCC)(OCC)=O)=O)C)=O)C1)C(NC(CO)CO[Si](C(C)C)(C(C)C)C(C)C)=O